2-{[(2S)-1,1,1-trifluoropropan-2-yl]oxy}benzamid FC([C@H](C)OC1=C(C(=O)N)C=CC=C1)(F)F